(1aR,5aR)-2-(1,1-Dioxo-tetrahydro-1λ6-thiophen-3-yl)-1a,2,5,5a-tetrahydro-1H-2,3-diaza-cyclopropa[a]pentalene-4-carboxylic acid tert-butylamide C(C)(C)(C)NC(=O)C=1C=2C[C@@H]3[C@H](C2N(N1)C1CS(CC1)(=O)=O)C3